N-((5'-chloro-1H,1'H-[2,6'-biindol]-2'-yl)methyl)-1-methylcyclopropane-1-carboxamide ClC=1C=C2C=C(NC2=CC1C=1NC2=CC=CC=C2C1)CNC(=O)C1(CC1)C